[Mo](=[Se])(=[Se])=[Se] molybdenum triselenide